N-(5-amino-2-methylphenyl)acrylamide NC=1C=CC(=C(C1)NC(C=C)=O)C